N-[3-(1,1-difluoroethyl)phenyl]-2-(4-methoxyphenyl)-5-methyl-oxazole-4-carboxamide FC(C)(F)C=1C=C(C=CC1)NC(=O)C=1N=C(OC1C)C1=CC=C(C=C1)OC